NC1=C2C(=NC=N1)N(N=C2C2=CC=C(C=C2)OC2=CC=CC=C2)C2CCN(CC2)CC2CCN(CC2)CC2CN(C2)C=2C=C1C(N(C(C1=CC2)=O)C2C(NC(CC2)=O)=O)=O 5-(3-((4-((4-(4-amino-3-(4-phenoxyphenyl)-1H-pyrazolo[3,4-d]pyrimidin-1-yl)piperidin-1-yl)methyl)piperidin-1-yl)methyl)azetidin-1-yl)-2-(2,6-dioxopiperidin-3-yl)isoindoline-1,3-dione